2-[2-hydroxy-5-(methacryloyl)phenyl]-2H-benzotriazole OC1=C(C=C(C=C1)C(C(=C)C)=O)N1N=C2C(=N1)C=CC=C2